(cis)-tert-Butyl 4-(3-((allyloxy) carbonyl) cyclobutyl)-3,3-difluorohexahydropyrrolo[3,2-b]pyrrole-1(2H)-carboxylate C(C=C)OC(=O)C1CC(C1)N1CC[C@@H]2N(CC([C@@H]21)(F)F)C(=O)OC(C)(C)C